5-[(6-ethoxy-2-pyridinyl)amino]-7-(methylamino)pyrazolo[1,5-a]pyrimidine-3-carboxylic acid C(C)OC1=CC=CC(=N1)NC1=NC=2N(C(=C1)NC)N=CC2C(=O)O